C(C1=CC=CC=C1)OC=1C=C(C=CC1C1(OCCO1)C)CC(C(C)C)N 1-(3-(benzyloxy)-4-(2-methyl-1,3-dioxolan-2-yl)phenyl)-3-methyl-2-butylamine